6-(2-methoxy-4,6-dimethyl-phenyl)pyridine-3-carboxylate COC1=C(C(=CC(=C1)C)C)C1=CC=C(C=N1)C(=O)[O-]